3-(5-methoxypyrazin-2-yl)-1,2,4-oxadiazol-5(4H)-one COC=1N=CC(=NC1)C1=NOC(N1)=O